P(=S)(S[Si](C)(C)C)(S[Si](C)(C)C)S[Si](C)(C)C tris(trimethylsilyl) tetrathiophosphate